2,4-dichloro-6-(thiophene-2-yl)pyrimidine ClC1=NC(=CC(=N1)Cl)C=1SC=CC1